(R or S)-1-(1,1,1,3,3,3-hexafluoro-2-(3-(2-(5-fluorothiophen-2-yl)ethyl)-1-(2-(6-methylpyridin-3-yl)propan-2-yl)pyrrolidin-3-yl)propan-2-yl)-3-isopropylurea FC(C(C(F)(F)F)([C@]1(CN(CC1)C(C)(C)C=1C=NC(=CC1)C)CCC=1SC(=CC1)F)NC(=O)NC(C)C)(F)F |o1:7|